NCC=1C=CC=C2C(=NC(=NC12)NCC1CCCCC1)N[C@H](C)C1CC1 (R)-8-(aminomethyl)-N2-(cyclohexylmethyl)-N4-(1-cyclopropylethyl)quinazoline-2,4-diamine